3-[2-fluoro-3-[[methyl(tetrahydropyran-4-yl)sulfamoyl]amino]benzoyl]-5-(2-methoxypyrimidin-5-yl)-1H-pyrrolo[2,3-b]pyridine FC1=C(C(=O)C2=CNC3=NC=C(C=C32)C=3C=NC(=NC3)OC)C=CC=C1NS(N(C1CCOCC1)C)(=O)=O